cytidine 2'-phosphate P(=O)(O)(O)O[C@H]1[C@@H](O[C@@H]([C@H]1O)CO)N1C(=O)N=C(N)C=C1